FC1=C(C(=CC=C1)F)C1=CC(=C(N=N1)C(=O)N)NC1=CC=C(C=C1)C1(COC1)O 6-(2,6-Difluorophenyl)-4-((4-(3-hydroxyoxetan-3-yl)phenyl)amino)pyridazine-3-carboxamide